ClC1=C(C=CC=C1)[C@H]1[C@@H](NC=2C=3C1=NNC(C3C=C(C2)F)=O)C (8S,9S)-9-(2-chlorophenyl)-5-fluoro-8-methyl-2,7,8,9-tetrahydro-3H-pyrido[4,3,2-de]phthalazin-3-one